N-Cyclopropyl-N-(2-cyclopropyl-5-methylbenzyl)-3-(difluoromethyl)-5-fluoro-1-methyl-1H-pyrazol-4-carboxamide C1(CC1)N(C(=O)C=1C(=NN(C1F)C)C(F)F)CC1=C(C=CC(=C1)C)C1CC1